ClC=1C(N(SC1Cl)CCCCCCCC)=O 4,5-dichloro-2-n-Octyl-3(2H)isothiazolone